methyl 3-bromo-1-(3-((tert-butoxy carbonyl)amino)propyl)-1H-pyrazole-5-carboxylate BrC1=NN(C(=C1)C(=O)OC)CCCNC(=O)OC(C)(C)C